4-(1H-indole-5-yl)aminofuran N1C=CC2=CC(=CC=C12)NC=1C=COC1